ClC1=C(CNC2=NC(=NC=C2C(=O)N)NC=2C=NN(C2)C)C=CC=C1Cl 4-((2,3-dichlorobenzyl)amino)-2-((1-methyl-1H-pyrazol-4-yl)amino)pyrimidin-5-carboxamide